(S)-quinuclidin-3-yl (5-(2-chloro-4-fluorophenyl)-2,2-dimethyl-2,3-dihydro-1H-inden-1-yl)carbamate ClC1=C(C=CC(=C1)F)C=1C=C2CC(C(C2=CC1)NC(O[C@@H]1CN2CCC1CC2)=O)(C)C